BrC1=C(C=C(C=C1)C(F)(F)F)C 1-bromo-2-meth-yl-4-(trifluoro-methyl)benzene